(3-aminobicyclo[2.2.2]oct-5-en-2-yl) phosphonate P(OC1C2C=CC(C1N)CC2)([O-])=O